N-(4-fluoro-2-methoxy-5-nitro-phenyl)-4-(1-methylindol-3-yl)pyrimidin-2-amine FC1=CC(=C(C=C1[N+](=O)[O-])NC1=NC=CC(=N1)C1=CN(C2=CC=CC=C12)C)OC